FC1(OC(=C(O1)F)F)C(C(F)(F)F)(F)F Perfluoro-2-ethyl-1,3-dioxole